(S)-1-Amino-2-(1-(3-methylbut-2-enoyl)pyrrolidin-2-yl)-4-(4-((4-methylpyridin-2-yl)carbamoyl)phenyl)-1H-imidazol-5-carboxamid NN1C(=NC(=C1C(=O)N)C1=CC=C(C=C1)C(NC1=NC=CC(=C1)C)=O)[C@H]1N(CCC1)C(C=C(C)C)=O